O=C1N(C2(CN(C2)C(CC)=O)C(N(C1)C1=CC=C(C#N)C=C1)=O)CC1=CC=C(C=C1)C(F)(F)F 4-(6,9-dioxo-2-propionyl-5-(4-(trifluoromethyl)benzyl)-2,5,8-triazaspiro[3.5]nonan-8-yl)benzonitrile